C(CCCCCCCCCCCCC)C(C(=O)O)CSCCCC(NNC(CCCCCCCCCCCCCCC)=O)=N.NC1=C(C=CC=C1)C(CO)O 2-aminophenyl-ethylene glycol tetradecyl-3-((4-imino-4-(2-palmitoylhydrazineyl)butyl)thio)propanoate